N1-(2-(4-ethyl-4-methylpiperidin-1-yl)phenyl)-N4,N4-dimethylbenzene-1,4-disulfonamide C(C)C1(CCN(CC1)C1=C(C=CC=C1)NS(=O)(=O)C1=CC=C(C=C1)S(=O)(=O)N(C)C)C